C(C1=CC=CC=C1)OC[C@H]1N(S(C2=C(N(C1)C1=CC=CC=C1)C=C(C(=C2)C=2C=CC(=C(C(=O)OC)C2)F)Cl)(=O)=O)C methyl (S)-5-(3-((benzyloxy)methyl)-7-chloro-2-methyl-1,1-dioxido-5-phenyl-2,3,4,5-tetrahydrobenzo[f][1,2,5]thiadiazepin-8-yl)-2-fluorobenzoate